1-(5-methyl-1,3,4-oxadiazol-2-yl)cyclobutane-1-carboxylic acid CC1=NN=C(O1)C1(CCC1)C(=O)O